NC1(N=NN=N1)C(=O)O.ClC1=NC(=CC(=N1)C(=O)NC1=CC(=NC=C1)C(F)(F)F)OC 2-chloro-6-methoxy-N-(2-(trifluoromethyl)pyridin-4-yl)pyrimidine-4-carboxamide 5-aminotetrazolate